FC=1C=C(C(=C(C1)CC(=O)OCC)C1CCC(CC1)OC(F)(F)F)C ethyl 2-(5-fluoro-3-methyl-2-((1r,4r)-4-(trifluoromethoxy)cyclohexyl)-phenyl)acetate